COC1=C(OCCN(C)C)C=C(C=C1)C1=NN(C2=C1C=NC=1C=CC(=CC21)OC)C2=CC=CC=C2 [2-(2-methoxy-5-{8-methoxy-1-phenyl-1H-pyrazolo[4,3-c]quinolin-3-yl}phenoxy)ethyl]dimethylamine